NC1=C2N=CN(C2=NC=N1)[C@H]1C[C@@H](CO1)O.[NH4+] ammonium (2R,3S,5R)-5-(6-aminopurin-9-yl)-3-hydroxytetrahydrofuran